NC1=C(C(=NN1C(C(F)F)C)C1=CC=C(C=C1)Br)C#N 5-Amino-3-(4-bromophenyl)-1-(1,1-difluoropropan-2-yl)pyrazole-4-carbonitrile